C(C)N1C(N(C2=NC(=NC=C12)NC1=CC(=C(C(=O)N)C=C1C)F)[C@@H]1COCC1)=O (S)-4-((7-Ethyl-8-oxo-9-(tetrahydrofuran-3-yl)-8,9-dihydro-7H-purin-2-yl)amino)-2-fluoro-5-methylbenzamide